3-((2-(trimethylsilyl)ethoxy)methyl)-5-vinyl-3H-imidazo[4,5-b]pyridine C[Si](CCOCN1C=NC=2C1=NC(=CC2)C=C)(C)C